(7R,14R)-1-(difluoromethoxy)-6-(methyl-d3)-11-((3-methyl-1-(methylsulfonyl)azetidin-3-yl)ethynyl)-6,7-dihydro-7,14-methanobenzo[f]benzo[4,5]imidazo[1,2-a][1,4]diazocin-5(14H)-one FC(OC1=CC=CC=2C(N([C@H]3C=4N([C@@H](C21)C3)C3=C(N4)C=CC(=C3)C#CC3(CN(C3)S(=O)(=O)C)C)C([2H])([2H])[2H])=O)F